2-(4'-methoxy-[1,1'-biphenyl]-4-yl)-1,3-dioxolane COC1=CC=C(C=C1)C1=CC=C(C=C1)C1OCCO1